Carbonic acid isopropyl ester 3-{4-[4-methyl-3-(4-pyridin-3-yl-pyrimidin-2-ylamino)-phenylcarbamoyl]-phenyl}-piperidin-1-ylmethyl ester CC1=C(C=C(C=C1)NC(=O)C1=CC=C(C=C1)C1CN(CCC1)COC(OC(C)C)=O)NC1=NC=CC(=N1)C=1C=NC=CC1